FC1([C@H]2CNC(N(C[C@@H]12)CC1=CC=2N(N=C1)C=C(N2)[C@H](C2CCC(CC2)(F)F)NC(OC(C)(C)C)=O)=O)F tert-butyl ((S)-(7-(((1S,7R)-8,8-difluoro-4-oxo-3,5-diazabicyclo[5.1.0]octan-3-yl)methyl)imidazo[1,2-b]pyridazin-2-yl)(4,4-difluorocyclohexyl)methyl)carbamate